N1C[C@@H](CCC1)NC1=NN=C(C=2CCCCC12)C1=C(C=C(C=C1)C(F)(F)F)O 2-[4-[[(3R)-3-piperidyl]amino]-5,6,7,8-tetrahydrophthalazin-1-yl]-5-(trifluoromethyl)phenol